4-(Bis(4-fluorophenyl)methyl)-3-(hydroxymethyl)piperazine-1-carboxylic acid tert-butyl ester C(C)(C)(C)OC(=O)N1CC(N(CC1)C(C1=CC=C(C=C1)F)C1=CC=C(C=C1)F)CO